C(C)(C)(C)OC(=O)N1CCC(CC1)C#CC1=CC=CC=2N(C(N(C21)C)=O)C2C(NC(CC2)=O)=O 4-{2-[1-(2,6-dioxopiperidin-3-yl)-3-methyl-2-oxo-1,3-benzodiazol-4-yl]ethynyl}piperidine-1-carboxylic acid tert-butyl ester